C(=O)C1=C(N=C(N1CC1=CC=C(C=C1)C1=C(SC(=C1)CC(C)C)NS(=O)(=O)C(=O)OCCCC)C1=CC=CC=C1)OCCOC 5-formyl-4-methoxyethoxy-2-phenyl-1-[[4-[2-(n-butyloxycarbonylsulfonamido)-5-isobutyl-3-thienyl]phenyl]methyl]imidazole